BrC1=CC=C2C=C(C(=NC2=C1)Cl)F 7-bromo-2-Chloro-3-fluoroquinoline